3,5,6-trimethylpyrazin CC=1C=NC(=C(N1)C)C